C(C1=CC=CC=C1)N1N=C(N=C1)C(=O)N[C@@H]1C(N(C=2N(CC1)N=C(C2)CC2CCOCC2)C)=O 1-benzyl-N-[(6S)-4-methyl-5-oxo-2-(tetrahydropyran-4-ylmethyl)-7,8-dihydro-6H-pyrazolo[1,5-a][1,3]diazepin-6-yl]-1,2,4-triazole-3-carboxamide